N-[(5-methyl-1H-1,2,4-triazol-3-yl)thiocarbamoyl]benzamide CC1=NC(=NN1)NC(=S)NC(C1=CC=CC=C1)=O